FC1=C(C=CC(=C1CO)C)N(C)CC=1C=C(C=CC1)NC(OC(C)(C)C)=O tert-Butyl (3-(((2-fluoro-3-(hydroxymethyl)-4-methylphenyl)(methyl)amino)methyl)phenyl)carbamate